BrC1=CC=C(OCC2OC(COC2)CF)C=C1 2-((4-Bromophenoxy)methyl)-6-(fluoromethyl)-1,4-dioxan